(±)-3-((3-(4-(Piperidin-4-yl)piperazin-1-yl)phenyl)amino)piperidine-2,6-dione dihydrochloride Cl.Cl.N1CCC(CC1)N1CCN(CC1)C=1C=C(C=CC1)N[C@H]1C(NC(CC1)=O)=O |r|